(1E)-1-(2,6,6-trimethyl-1-cyclohexen-1-yl)-1,6-heptadien-3-one CC1=C(C(CCC1)(C)C)\C=C\C(CCC=C)=O